3,5-dimethyl-4-[[5-(2-oxo-1H-imidazo[4,5-b]pyridin-3-yl)-2-pyridinyl]oxy]benzonitrile CC=1C=C(C#N)C=C(C1OC1=NC=C(C=C1)N1C(NC=2C1=NC=CC2)=O)C